8-(1-(2,2-difluoroethyl)-3-methyl-1H-pyrazolo[3,4-d]pyrimidin-6-yl)-2-(6-(trifluoromethyl)pyridin-3-yl)-2,8-diazaspiro[4.5]decan-3-one FC(CN1N=C(C=2C1=NC(=NC2)N2CCC1(CC(N(C1)C=1C=NC(=CC1)C(F)(F)F)=O)CC2)C)F